4-methylselenobenzyl methacrylate C(C(=C)C)(=O)OCC1=CC=C(C=C1)[Se]C